NC1=C(C=C(C=C1)N1N=C(C(=C1C)NC(C1=CC=C(C=C1)OC(F)(F)F)=O)C)Cl N-[1-(4-amino-3-chloro-phenyl)-3,5-dimethyl-pyrazol-4-yl]-4-(trifluoromethoxy)benzamide